ClC1N(CCCC1C1=C(C=CC=C1)F)C(=O)C1C2=C(CN(C1)C(=O)[O-])NN=C2 4-(2-chloro-3-(fluorophenyl)piperidine-1-carbonyl)-4,5-dihydro-1H-pyrazolo[3,4-c]pyridine-6(7H)-carboxylate